2-isopropyl-7-methyl-N-(1-(3,4,5-trimethoxyphenyl)-1H-imidazol-4-yl)thieno[3,2-d]pyrimidin-4-amine C(C)(C)C=1N=C(C2=C(N1)C(=CS2)C)NC=2N=CN(C2)C2=CC(=C(C(=C2)OC)OC)OC